6-(2-{5-[(1R,4R,7R)-7-amino-2-azabicyclo[2.2.1]heptane-2-carbonyl]-7-methoxy-1-methyl-1H-1,3-benzodiazol-2-yl}-1-(cyclopropylmethyl)-1H-indol-6-yl)quinoline-2-carbonitrile N[C@H]1[C@@H]2N(C[C@H]1CC2)C(=O)C2=CC1=C(N(C(=N1)C=1N(C3=CC(=CC=C3C1)C=1C=C3C=CC(=NC3=CC1)C#N)CC1CC1)C)C(=C2)OC